C1(=CC=CC=C1)OC1=CC=CC=C1 Diphenylether